BrC1=CC=C2NC(C(NC2=C1)=O)CC 7-bromo-3-ethyl-3,4-dihydroquinoxalin-2(1H)-one